FC1=C(C=CC(=C1)C)C1CC=NN1C(C(C)(C)C)=O 1-(5-(2-fluoro-4-methylphenyl)-4,5-dihydro-1H-pyrazol-1-yl)-2,2-dimethylpropan-1-one